ethyl (2S)-2-[4-chloro-2-(4-ethoxy-4,5-dihydroisoxazol-3-yl)phenoxy]propanoate ClC1=CC(=C(O[C@H](C(=O)OCC)C)C=C1)C1=NOCC1OCC